C1(=CC=CC=C1)P([C@@H](C)C[C@H](C)P(C1=CC=CC=C1)C1=CC=CC=C1)C1=CC=CC=C1 (2S,4S)-(-)-2,4-bis(diphenylphosphanyl)pentane